((3R,6S)-3-((2-(6-((bis(pyridin-2-ylmethyl)amino)methyl)nicotinamido)ethyl)thio)-2-hydroxy-1,2-oxaborinan-6-yl)acetic acid N1=C(C=CC=C1)CN(CC1=NC=CC=C1)CC1=NC=C(C(=O)NCCS[C@@H]2B(O[C@@H](CC2)CC(=O)O)O)C=C1